4-(4-(2,6-bis(benzyloxy)pyridin-3-yl)phenyl)piperazine-1-carboxylic acid tert-butyl ester C(C)(C)(C)OC(=O)N1CCN(CC1)C1=CC=C(C=C1)C=1C(=NC(=CC1)OCC1=CC=CC=C1)OCC1=CC=CC=C1